3-(2,4,6-tri(tert-butyl)phenyl)-1,5-dimethylpyrazole C(C)(C)(C)C1=C(C(=CC(=C1)C(C)(C)C)C(C)(C)C)C1=NN(C(=C1)C)C